FC1=CC=C(C=C1)C1=NS(OC1)(=O)=O 4-(4-fluorophenyl)-5H-[1,2,3]oxathiazole 2,2-dioxide